L-dopa Tris-HCl Cl.Cl.Cl.O=C(O)[C@@H](N)CC1=CC=C(O)C(O)=C1